methyl 3-{5-[1-(benzenesulfonyl)-2-[4-(4-methylpiperazin-1-yl)phenyl]pyrrolo[2,3-b]pyridin-4-yl]-4-(4-fluorophenyl)-1,3-oxazol-2-yl}propanoate C1(=CC=CC=C1)S(=O)(=O)N1C(=CC=2C1=NC=CC2C2=C(N=C(O2)CCC(=O)OC)C2=CC=C(C=C2)F)C2=CC=C(C=C2)N2CCN(CC2)C